O1CC(C1)OC1=NC(=NC=C1C(F)(F)F)N[C@H]1C[C@H](CCC1)C1=NN=C2N1CC(CC2)C(=O)O 3-[(1S,3R)-3-[[4-(oxetan-3-yloxy)-5-(trifluoromethyl)pyrimidin-2-yl]amino]cyclohexyl]-5,6,7,8-tetrahydro-[1,2,4]triazolo[4,3-a]pyridine-6-carboxylic acid